FC1=C2C=CNC2=CC=C1F 4,5-difluoro-1H-indole